[N+](=O)([O-])C=1C(OC2=CC=CC=C2C1)C1=CC=C(C=C1)C(F)(F)F 3-nitro-2-(4-(trifluoromethyl)phenyl)-2H-chromene